ClC1=C(C=CC=C1)N1C=2N(C3=C(C1=O)C=NC(=N3)NC3=CC=C(C=C3)C(F)(F)F)C=CN2 6-(2-chlorophenyl)-2-{[4-(trifluoromethyl)phenyl]amino}imidazo[1,2-a]pyrimido[5,4-e]pyrimidin-5(6H)-one